N,N-bis(2-chloroethyl)glycine ClCCN(CC(=O)O)CCCl